ClC=1C=C(OCC2=NN=C(O2)S)C=C(C1)Cl 5-((3,5-dichlorophenoxy)methyl)-1,3,4-oxadiazole-2-thiol